1-(2-(3-fluoro-5-(trifluoromethyl)benzyl)-5-methylpyridin-4-yl)-3-methyl-1H-pyrazole-4-carboxylic acid FC=1C=C(CC2=NC=C(C(=C2)N2N=C(C(=C2)C(=O)O)C)C)C=C(C1)C(F)(F)F